BrCC(C(C)O[Si](C)(C)C(C)(C)C)=C ((3-(bromomethyl)but-3-en-2-yl)oxy)(tert-butyl)dimethylsilane